BrC1=CC2=C(OC3=C2C(=CC=C3C3=CC=CC=C3)Cl)C=3C=CC=CC13 5-bromo-7-chloro-10-phenyl-naphtho[1,2-b]benzofuran